C(OC1=C(C=CC(=C1)OCCOC)[N+](=O)[O-])([2H])([2H])[2H] 2-(methoxy-d3)-4-(2-methoxyethoxy)-1-nitrobenzene